naphthalene-1,4-dicarbonitrile C1(=CC=C(C2=CC=CC=C12)C#N)C#N